(R)-3-[2-[3-(8-Amino-5-methyl-pyrido[3,4-d]pyrimidin-2-yl)-4-methyl-phenyl]ethynyl]-3-hydroxy-1-methyl-pyrrolidin-2-one NC1=NC=C(C2=C1N=C(N=C2)C=2C=C(C=CC2C)C#C[C@]2(C(N(CC2)C)=O)O)C